N1N=CC2=CC(=CC=C12)C1C2(CCN(CC2)C([C@@H](C(C)C)NC(C2=C(C=CC(=C2)C(F)(F)F)F)=O)=O)CC(N(C1)C)=O N-((2R)-1-(7-(1H-indazol-5-yl)-9-methyl-10-oxo-3,9-diazaspiro[5.5]undecan-3-yl)-3-methyl-1-oxobutan-2-yl)-2-fluoro-5-(trifluoromethyl)benzamide